2-(4-chlorophenyl)-7,7-dimethyl-3-(pyridin-4-yl)-4,5,6,7-tetrahydropyrazolo[1,5-a]pyrazine ClC1=CC=C(C=C1)C1=NN2C(CNCC2(C)C)=C1C1=CC=NC=C1